3-benzyl-glycerol 1-(dimethylphosphoryl)piperidin-3-yl-acetate CP(=O)(C)C(C(=O)OCC(O)COCC1=CC=CC=C1)C1CNCCC1